4,4'-dichlorophenyl sulfone C1=CC(=CC=C1S(=O)(=O)C2=CC=C(C=C2)Cl)Cl